SCC1SC(CC1)CS 2,5-dimercaptomethyl-tetrahydrothiophene